[NH4+].[NH4+].[NH4+].OC1=C(C(=O)[O-])C=CC=C1.OC1=C(C(=O)[O-])C=CC=C1.OC1=C(C(=O)[O-])C=CC=C1 2-hydroxybenzoic acid triammonium salt